C(CC(CCC#N)(C#N)C#N)C#N 1,3,5-pentanetetracarbonitrile